2-hydroxy-1,1-dimethoxypentane OC(C(OC)OC)CCC